nickel butanedione iron [Fe].CC(C(C)=O)=O.[Ni]